O=C1NC(CCC1N1C(C2=CC=C(C=C2C1)NC(=O)N1CCC2=C(C=CC=C12)C)=O)=O N-(2-(2,6-dioxopiperidin-3-yl)-1-oxoisoindolin-5-yl)-4-methylindoline-1-carboxamide